C1(=CC=CC=C1)S(=O)(=O)N1C=C(C=2C1=NC(=CC2)C2=NOC(=N2)C)C2=NC(=NC=C2C(F)(F)F)N[C@@H]2CN(CCC2)C(=O)OC(C)(C)C tert-butyl (3S)-3-[[4-[1-(benzenesulfonyl)-6-(5-methyl-1,2,4-oxadiazol-3-yl)pyrrolo[2,3-b]pyridin-3-yl]-5-(trifluoromethyl)pyrimidin-2-yl]amino]piperidine-1-carboxylate